C(C(C)C)OC(CCCCC)=O caproic acid isobutyl ester